(S)-(+)-camphor-10-sulfonic acid [C@]12(C(=O)CC(CC1)C2(C)C)CS(=O)(=O)O